1,4-dithioisocyanatobutane N(=C=S)CCCCN=C=S